N-(1-(2-methylcyclopropyl)-2-oxo-1,2-dihydropyridin-3-yl)-2H-indazole-5-carboxamide CC1C(C1)N1C(C(=CC=C1)NC(=O)C1=CC2=CNN=C2C=C1)=O